C(C=C)(=O)OC1OC(OC1)(CC)C 2-methyl-2-ethyl-1,3-dioxolan-4-yl acrylate